C1(=CC=C(C=C1)SC=CC1=CC=C(C=C1)[N+](=O)[O-])C (4-nitrostyryl) (p-tolyl) sulfide